7-(bromomethyl)-8-fluoro-3-methyl-5-(prop-1-yn-1-yl)-1,2-dihydroquinoxalin-2-one BrCC1=CC(=C2N=C(C(NC2=C1F)=O)C)C#CC